benzylamino-3-aminotrifluorotoluene C(C1=CC=CC=C1)NC1=C(C(F)(F)F)C=CC=C1N